CC1=CC=C(C=N1)C1NCCC1 2-(6-methyl-3-pyridyl)pyrrolidine